CC(C)(C)C=1C=C(C=C(C1O)C(C)(C)C)CC(C(=O)OC1CC(N(C(C1)(C)C)C)(C)C)(C(=O)OC1CC(N(C(C1)(C)C)C)(C)C)CCCC bis(1,2,2,6,6-pentamethyl-4-piperidyl) [[3,5-bis(1,1-dimethylethyl)-4-hydroxy-phenyl]methyl]butylmalonate